N,N-dibenzyl-2-[5-oxo-1-(pyridin-2-ylmethyl)pyrrolidin-2-yl]acetamid C(C1=CC=CC=C1)N(C(CC1N(C(CC1)=O)CC1=NC=CC=C1)=O)CC1=CC=CC=C1